sodium tert-butylphosphine tetrafluoroborate F[B-](F)(F)F.C(C)(C)(C)P.[Na+]